O1C=CC=2C(=NC=CC21)C2=CC=C(C(=O)NC1CCN(CC1)C=1N(C=CN1)C)C=C2 4-(furo[3,2-c]pyridin-4-yl)-N-[1-(1-methyl-1H-imidazol-2-yl)piperidin-4-yl]benzamide